N4-(3-chloro-4-(pyridin-2-ylmethoxy)phenyl)-7-((7-methyl-7-azabicyclo[2.2.1]heptan-1-yl)methoxy)quinazoline-4,6-diamine ClC=1C=C(C=CC1OCC1=NC=CC=C1)NC1=NC=NC2=CC(=C(C=C12)N)OCC12CCC(CC1)N2C